[Si](C1=CC=CC=C1)(C1=CC=CC=C1)(C(C)(C)C)OC(CO)COC 2-((tert-butyldiphenylsilyl)oxy)-3-methoxypropan-1-ol